ClC1=C(C[C@@]2(NCCC2)C(=O)O)C=CC(=C1)Cl α-(2,4-dichloro-benzyl)-proline